N-[(1R)-2-Methoxy-1-phenylethyl]-5-methyl-2-(5-morpholin-4-yl-3,4'-bipyridin-2'-yl)-1H-imidazol-4-carboxamid COC[C@@H](C1=CC=CC=C1)NC(=O)C=1N=C(NC1C)C1=NC=CC(=C1)C=1C=NC=C(C1)N1CCOCC1